ClC=1C(=NC=C(C1)Cl)N1N=C(C=C1O)C(=O)O 1-(3,5-dichloropyridin-2-yl)-5-hydroxy-1H-pyrazole-3-carboxylic acid